(4-(benzo[c][1,2,5]thiadiazol-7-yl)phenyl)methanamine hydrochloride salt Cl.N=1SN=C2C1C(=CC=C2)C2=CC=C(C=C2)CN